C1(CCCCC1)CC1(NC(=NC=C1)NC1=CC=C(C=C1)S(=O)(=O)C=C)N 4-(cyclohexylmethyl)-N2-(4-(vinylsulfonyl)phenyl)pyrimidine-2,4-diamine